3-(2-hydroxypropan-2-yl)-N-{cis-3-[methyl-(7H-pyrrolo[2,3-d]pyrimidin-4-yl)amino]cyclobutyl}benzenesulfonamide OC(C)(C)C=1C=C(C=CC1)S(=O)(=O)N[C@@H]1C[C@@H](C1)N(C=1C2=C(N=CN1)NC=C2)C